O.Cl.NCCCS 3-Aminopropane-1-thiol hydrochloride hydrate